(7-(Difluoromethyl)-6-(6-((3-(2-(2,6-dioxopiperidin-3-yl)-1-oxoisoindolin-4-yl)benzyl)carbamoyl)pyridin-3-yl)-3,4-dihydroquinolin-1(2H)-yl)-7-isopropyl-N-methyl-1H-indole-3-carboxamide FC(C1=C(C=C2CCCN(C2=C1)N1C=C(C2=CC=CC(=C12)C(C)C)C(=O)NC)C=1C=NC(=CC1)C(NCC1=CC(=CC=C1)C1=C2CN(C(C2=CC=C1)=O)C1C(NC(CC1)=O)=O)=O)F